7-(2-hydroxyacetyl)-10,13,16-trimethyl-6,7,8,11,12,14,15,16-octahydro-cyclopenta[a]phenanthren-3-one OCC(=O)C1CC2=CC(C=CC2(C2CCC3(CC(CC3C12)C)C)C)=O